N-(3-(2,6-dimethoxyphenyl)-1H-pyrrolo[2,3-b]pyridin-6-yl)-2-((4-methylpiperazin-1-yl)methyl)cyclopropane-1-carboxamide COC1=C(C(=CC=C1)OC)C1=CNC2=NC(=CC=C21)NC(=O)C2C(C2)CN2CCN(CC2)C